C(C)(C)(C)OC(=O)N1C[C@@H](N(CC1)C=1C2=C(N(C(N1)=O)C=1C(=NC=CC1C)C(C)C)N=C(C(=C2)F)Cl)C (S)-4-(7-chloro-6-fluoro-1-(2-isopropyl-4-methylpyridin-3-yl)-2-oxo-1,2-dihydro-pyrido[2,3-d]pyrimidin-4-yl)-3-methylpiperazine-1-carboxylic acid tert-butyl ester